1-methoxy-4-[(Z)-1-propenyl]benzene COC1=CC=C(C=C1)\C=C/C